FC1(CCC(CC1)[C@H](NC(=O)C=1OC(=NN1)CCC(F)(F)F)C1=NC2=C(N1)C=CC(=C2)[C@@H](C)NC(CCC(F)(F)F)=O)F N-((S)-(4,4-Difluorocyclohexyl)(5-((R)-1-(4,4,4-trifluorobutanamido)ethyl)-1H-benzo[d]imidazol-2-yl)methyl)-5-(3,3,3-trifluoropropyl)-1,3,4-oxadiazole-2-carboxamide